ClC1=CC=2C3=C(C(=NC2C(=C1C1=C2C=NNC2=CC(=C1C)C)F)N1CC(C1)N(C)C)C=NN3[C@@H]3C[C@H](NCC3)CC#N ((2S,4S)-4-(8-chloro-7-(5,6-dimethyl-1H-indazol-4-yl)-4-(3-(dimethylamino)azetidin-1-yl)-6-fluoro-1H-pyrazolo[4,3-c]quinolin-1-yl)piperidin-2-yl)acetonitrile